4-iodotoluene IC1=CC=C(C)C=C1